1-(7-bromo-2,6-dichloro-8-fluoroquinazolin-4-yl)-4-methylazepan-4-ol BrC1=C(C=C2C(=NC(=NC2=C1F)Cl)N1CCC(CCC1)(O)C)Cl